FC1=C2[C@@H](N3C(C2=CC=C1)=CN=C3)C3CCN(CC3)C3=CC=C(C=C3)C=3C=NN(C3)CCO (S)-2-(4-(4-(4-(6-fluoro-5H-imidazo[5,1-a]isoindol-5-yl)piperidin-1-yl)phenyl)-1H-pyrazol-1-yl)ethanol